O(C1=CC=CC=C1)C=1C=C(C=CC1)C=CC(=O)N1C(OC2(CC2)C1C1=CC=CC=C1)=O 6-(3-(3-phenoxyphenyl)acryloyl)-7-phenyl-4-oxa-6-azaspiro[2.4]heptan-5-one